(3-(3-amino-4-bromo-1H-pyrazol-1-yl)propyl)carbamic acid tert-butyl ester C(C)(C)(C)OC(NCCCN1N=C(C(=C1)Br)N)=O